methyl 8-(2-fluorophenyl)-6,8-dihydro-5H-[1,2,4]triazolo[5,1-c][1,4]oxazine-2-carboxylate FC1=C(C=CC=C1)C1OCCN2C1=NC(=N2)C(=O)OC